2-(4-((4-(benzyloxy)-3-chlorophenyl)amino)-4-oxobutyl)-6-hydroxy-3-iodo-1-methyl-1H-indole-5-carboxylic acid C(C1=CC=CC=C1)OC1=C(C=C(C=C1)NC(CCCC=1N(C2=CC(=C(C=C2C1I)C(=O)O)O)C)=O)Cl